1-(3-(trifluoromethyl)phenyl)ethan-1-one FC(C=1C=C(C=CC1)C(C)=O)(F)F